3-methoxy-N-(quinolin-8-yl)pyridine-2-sulfonamide COC=1C(=NC=CC1)S(=O)(=O)NC=1C=CC=C2C=CC=NC12